O1[SiH2]O[SiH2]O[SiH2]O[SiH2]O[SiH2]1 CYCLOPENTASILOXAN